(R)-6-chloro-3-((1-(3,6-dimethyl-2-(2-(3-methylpyridin-2-yl)-2,6-dihydropyrrolo[3,4-c]pyrazol-5(4H)-yl)-4-oxo-3,4-dihydroquinazolin-8-yl)ethyl)amino)-N-(methylsulfonyl)picolinamide ClC1=CC=C(C(=N1)C(=O)NS(=O)(=O)C)N[C@H](C)C=1C=C(C=C2C(N(C(=NC12)N1CC2=NN(C=C2C1)C1=NC=CC=C1C)C)=O)C